COC1=C2C(=NC=C1)NC=C2C2=CC=1N(C=C2)N=CC1C(=O)N1CCOCC1 (5-(4-methoxy-1H-pyrrolo[2,3-b]pyridin-3-yl)pyrazolo[1,5-a]pyridin-3-yl)(morpholino)methanone